2,2-dimethoxycarbonylvinylcarbamate COC(=O)C(=CNC([O-])=O)C(=O)OC